trans-3,4-Octandiol CCC(C(CCCC)O)O